C(C)OC(=O)C=1C=C2C=C(NC2=CC1)C=1C=C(C=C2C3=C(NC12)C(=NC=C3)C)Cl 2-(6-Chloro-1-methyl-9H-pyrido[3,4-b]indol-8-yl)-1H-indole-5-carboxylic acid ethyl ester